FC(C(=O)O)(F)F.C(C1=CC=CC=C1)#N benzonitrile trifluoroacetic acid salt